7-(3-(6-fluoro-4-methylpyridin-3-yl)-7,8-dihydro-1,6-naphthyridin-6(5H)-yl)-2,8,9-trimethyl-4H-pyrimido[1,2-b]pyridazin-4-one FC1=CC(=C(C=N1)C=1C=NC=2CCN(CC2C1)C=1C(=C(C=2N(N1)C(C=C(N2)C)=O)C)C)C